4-(2-(2-hydroxy-5-fluorophenyl)-2-(2-thienyl)ethyl)-1-methylpiperidine OC1=C(C=C(C=C1)F)C(CC1CCN(CC1)C)C=1SC=CC1